CC1(OB(OC1(C)C)C=1C=C(C=CC1)N1C(COCC1)=O)C 4-[3-(4,4,5,5-tetramethyl-1,3,2-dioxaborolan-2-yl)phenyl]morpholin-3-one